(2E)-but-2-enedioic acid 1,4-dimethyl ester COC(\C=C\C(=O)OC)=O